4-(2-bromoethoxy)phthalic acid 1,2-dimethyl ester COC(C=1C(C(=O)OC)=CC(=CC1)OCCBr)=O